CC(C=1C(NC(N([C@H]2[C@H](O)[C@H](O)[C@@H](CO)O2)C1)=O)=O)(O)C(=O)O 5-(methyl-carboxyl-hydroxymethyl)uridine